N-(1-cyanocyclopropyl)-3-(5-(difluoromethyl)-1,3,4-thiadiazol-2-yl)-8-(4-hydroxypiperidin-1-yl)imidazo[1,5-a]pyridine-6-sulfonamide C(#N)C1(CC1)NS(=O)(=O)C=1C=C(C=2N(C1)C(=NC2)C=2SC(=NN2)C(F)F)N2CCC(CC2)O